C(C)(C)(C)OC(=O)C1=CC=C(C=C1)C=1C=C(C(=NC1)NC(=O)[C@@H]1N(CCC1)C(=O)OC(C)(C)C)F tert-butyl (2R)-2-({5-[4-(tert-butoxycarbonyl)phenyl]-3-fluoropyridin-2-yl}carbamoyl)pyrrolidine-1-carboxylate